NC=1C(=CC(=NC1C(C)C)OCCN(C(OC(C)(C)C)=O)C)C(C)C tert-butyl (2-((5-amino-4,6-diisopropylpyridin-2-yl)oxy)ethyl)(methyl)carbamate